COC1=C(N)C=C(C=C1)C=1N=NC(=CC1)N1CCCC1 2-methoxy-5-{6-(pyrrolidin-1-yl)pyridazin-3-yl}aniline